(4-formyl-2-methoxy-phenyl)boronic acid C(=O)C1=CC(=C(C=C1)B(O)O)OC